C(N)(OC[C@H]1C=2C=CN=C(C2CCC1)Cl)=O (R)-(1-chloro-5,6,7,8-tetrahydroisoquinolin-5-yl)Methyl Carbamate